4-methoxy-6-(2-methoxyphenyl)isoxazolo[5,4-b]pyridin-3-amine COC1=C2C(=NC(=C1)C1=C(C=CC=C1)OC)ON=C2N